8-bromo-2,2-dimethyl-4H-benzo[d][1,3]dioxin-4-one BrC1=CC=CC2=C1OC(OC2=O)(C)C